ClC=1C=C2CCCN(C2=C(C1)C1=C2C(=NC=C1)C=C(S2)CO)[C@@H]2CN(C1(CCC1)C2)C(=O)OC(C)(C)C tert-butyl (7S)-7-[6-chloro-8-[2-(hydroxymethyl)thieno[3,2-b]pyridin-7-yl]-3,4-dihydro-2H-quinolin-1-yl]-5-azaspiro[3.4]octane-5-carboxylate